FC(C1=C(C=CC=C1)C1=CC=C2C(=NC=NC2=C1)N1CCN(CC1)C(C=C)=O)(F)F 1-(4-(7-(2-(trifluoromethyl)phenyl)quinazolin-4-yl)piperazin-1-yl)prop-2-en-1-one